[2H]C1(C(OC2=C(O1)C=CC(=C2)OC2CCN(CC2)C(=O)OC(C)(C)C)([2H])[2H])[2H] tert-Butyl 4-[(2,2,3,3-tetradeuterio-1,4-benzodioxin-6-yl)oxy]piperidine-1-carboxylate